N-(3-(dimethylphosphoryl)-5-(3-ethyl-1H-pyrrolo[2,3-b]pyridin-5-yl)phenyl)acetamide CP(=O)(C)C=1C=C(C=C(C1)C=1C=C2C(=NC1)NC=C2CC)NC(C)=O